(3R,6R)-azepane-3,6-diol N1C[C@@H](CC[C@H](C1)O)O